3-[5-(4-{2,7-diazaspiro[4.4]non-2-yl}phenyl)-3-methyl-2-oxo-1,3-benzodiazol-1-yl]piperidine-2,6-dione C1N(CCC12CNCC2)C2=CC=C(C=C2)C2=CC1=C(N(C(N1C)=O)C1C(NC(CC1)=O)=O)C=C2